ClC1=CC=C2[C@@]3(C(N(C2=C1)C=1C=NN(C1)CCC)=O)CC1=CC=C(C=C1C3)C(=O)OC methyl (R)-6'-chloro-2'-oxo-1'-(1-propyl-1H-pyrazol-4-yl)-1,3-dihydrospiro[indene-2,3'-indoline]-5-carboxylate